4-(N-tert-butoxycarbonyl-S-cyclopropyl-sulfonimidoyl)benzoic acid C(C)(C)(C)OC(=O)N=S(=O)(C1CC1)C1=CC=C(C(=O)O)C=C1